8-(tert-Butyl)-4-(difluoromethoxy)-2-fluoro-8,9-dihydrobenzo[4,5]imidazo[1,2-a]pyridin-6(7H)-one C(C)(C)(C)C1CC2=C(N=C3N2C=C(C=C3OC(F)F)F)C(C1)=O